ClC1=CC=C(CNC(=S)NC2=CC=NC=C2)C=C1 N-(4-chlorobenzyl)-N'-4-pyridinylthiourea